C(C)(C)(C)C=1C=CC2=C(N=C(O2)S)C1 5-tert-butylbenzo[d]oxazole-2-thiol